N1C(CCCC1)C1=C2C=CN(C2=CC=C1)C(C)=O 1-(4-(piperidin-2-yl)-1H-indol-1-yl)ethanone